3-{4-[(2-amino-4-pyrimidinyl)oxy]-2-isopropylphenyl}-1-[5-(trifluoromethyl)-3-pyridinyl]-2,4-imidazolidinedione NC1=NC=CC(=N1)OC1=CC(=C(C=C1)N1C(N(CC1=O)C=1C=NC=C(C1)C(F)(F)F)=O)C(C)C